NCCN(C([C@@H](C)C1=CC(=C(C=C1)NC([C@H](C(C1CC1)C1CC1)NC(=O)C1=CC=NN1C(C)C)=O)F)=O)CC(F)(F)F N-((S)-1-((4-((S)-1-((2-aminoethyl)(2,2,2-trifluoroethyl)amino)-1-oxopropan-2-yl)-2-fluorophenyl)amino)-3,3-dicyclopropyl-1-oxopropan-2-yl)-1-isopropyl-1H-pyrazole-5-carboxamide